C1(CC1)C1=NC(=C(C#N)C=C1)NC1COCC1 6-cyclopropyl-2-((tetrahydrofuran-3-yl)amino)nicotinonitrile